OCCN1C(=NCC1)C(C)C 2-[1-(2-hydroxyethyl)2-imidazolin-2-yl]propane